(S)-1-(6-(bis(4-methoxybenzyl)amino)-2-isopropyl-4-methylpyridin-3-yl)-6-chloro-7-(2-fluorophenyl)-4-(2-methylpiperazin-1-yl)pyrido[2,3-d]pyrimidin-2(1H)-one COC1=CC=C(CN(C2=CC(=C(C(=N2)C(C)C)N2C(N=C(C3=C2N=C(C(=C3)Cl)C3=C(C=CC=C3)F)N3[C@H](CNCC3)C)=O)C)CC3=CC=C(C=C3)OC)C=C1